(2,4-di-tert-butylphenyl) biphenyl-diphosphonite C1(=C(C(=CC=C1)P([O-])[O-])P(OC1=C(C=C(C=C1)C(C)(C)C)C(C)(C)C)[O-])C1=CC=CC=C1